(19R)-3-ethyl-16-fluoro-9,19-dimethyl-11,20-dioxa-3,4,10,23-tetraazapentacyclo[19.3.1.02,6.08,12.013,18]pentacosa-1(24),2(6),4,8(12),9,13,15,17,21(25),22-decaen-22-amine C(C)N1C=2C3=CN=C(C(O[C@@H](C4=CC(=CC=C4C=4ON=C(C4CC2C=N1)C)F)C)=C3)N